2-methyl-5-(3-trifluoromethyl-1H-pyrazol-5-yl)-2H-benzo[d][1,2,3]triazol CN1N=C2C(=N1)C=CC(=C2)C2=CC(=NN2)C(F)(F)F